NC(/C=C/C(=O)N1CC2=C([C@@H](C1)C1=C(C=CC=C1)C=1C(=NN(C1)CC)C(F)(F)F)C=C(S2)C#N)(C)C (S,E)-6-(4-amino-4-methylpent-2-enoyl)-4-(2-(1-ethyl-3-(trifluoromethyl)-1H-pyrazol-4-yl)phenyl)-4,5,6,7-tetrahydrothieno[2,3-c]pyridine-2-carbonitrile